CN1N=CC(=C1)C1=CC=C2C(=N1)C(=CS2)C2=CC(=NC=C2)NC(OC(C)(C)C)=O tert-butyl (4-(5-(1-methyl-1H-pyrazol-4-yl)thieno-[3,2-b]pyridin-3-yl)pyridin-2-yl)carbamate